1,5-diazabicycloheptane hydrochloride Cl.N1(CCCNCC1)C1CCCCCC1